ClC1=C(C=C(C(N)=S)C=C1C(F)(F)F)C(F)(F)F 4-chloro-3,5-bis(trifluoromethyl)benzothiamide